bis(2-ethylhexyl)-4,5-epoxycyclohexane-1,2-dicarboxylate C(C)C(COC(=O)C1C(CC2C(C1)O2)C(=O)OCC(CCCC)CC)CCCC